N,N',N'',N'''-tetra(1,2-dihydro-1-hydroxy-2-oxopyridine-6-carbonyl)-1,5,10,14-tetraazatetradecane ON1C(C=CC=C1C(=O)NCCCN(CCCCN(CCCNC(=O)C1=CC=CC(N1O)=O)C(=O)C1=CC=CC(N1O)=O)C(=O)C1=CC=CC(N1O)=O)=O